C1(CCCCC1)[P@@](CCC1=NC=CC=C1)(C1=CC=CC=C1)=O (S)-cyclohexyl-(phenyl)(2-(pyridin-2-yl)ethyl)phosphorus oxide